{[3-fluoro-4-(6-fluoro-2-methylpyridin-3-yl)phenyl]methyl}-6-hydroxy-2-(4-methyl-1,3-thiazol-2-yl)-1,4-dihydropyrimidin-4-one FC=1C=C(C=CC1C=1C(=NC(=CC1)F)C)CN1C(=NC(C=C1O)=O)C=1SC=C(N1)C